2-[2-(5-fluoro-6-methyl-2-pyridyl)imidazo[1,2-a]pyridin-3-yl]-7-[4-(4-methylpiperazin-1-yl)-1-piperidyl]-1,5-naphthyridine FC=1C=CC(=NC1C)C=1N=C2N(C=CC=C2)C1C1=NC2=CC(=CN=C2C=C1)N1CCC(CC1)N1CCN(CC1)C